2-(4-(Furan-3-yl)phenyl)-N-(5-methylthiazol-2-yl)acetamide O1C=C(C=C1)C1=CC=C(C=C1)CC(=O)NC=1SC(=CN1)C